6-(2-methoxyethyl)-2-(methylthio)-6,7-dihydro-5H-pyrrolo[3,4-d]pyrimidin-5-one COCCN1CC=2N=C(N=CC2C1=O)SC